FC1=C(C(=O)[O-])C=C(C(=C1)F)F.C[N+](CC1=CC=CC=C1)(C)C trimethyl-benzyl-ammonium 2,4,5-trifluorobenzoate